12-chloro-11-fluoro-5,13-dimethyl-6,7-dihydro-13H-1,15-ethenopyrazolo[4,3-f][1,10,4,8]benzodioxadiazacyclotridecin-4(5H)-one ClC1=C(C=CC2=C1C(OC1=NC3=C(C(N(CCO2)C)=O)C=NN3C=C1)C)F